(E)-2,4-dibromo-6-(((2-(2,3-dihydro-1H-indene-5-yl)-1H-benzo[d]imidazol-5-yl)imino)methyl)benzene-1,3-diol BrC1=C(C(=CC(=C1O)Br)/C=N/C1=CC2=C(NC(=N2)C=2C=C3CCCC3=CC2)C=C1)O